5-(4-bromophenyl)-1-(4-methylphenyl)-N-hydroxy-1H-pyrazole-3-carboxamide BrC1=CC=C(C=C1)C1=CC(=NN1C1=CC=C(C=C1)C)C(=O)NO